2-((tert-Butyldimethylsilanyloxy)ethyl)-3-phenylpyrrolidine [Si](C)(C)(C(C)(C)C)OCCC1NCCC1C1=CC=CC=C1